2,4,6-trimethyl-3-((2-methyl-1H-imidazol-1-yl)methyl)benzonitrile N-oxide CC1=C(C#[N+][O-])C(=CC(=C1CN1C(=NC=C1)C)C)C